O=C1NC(CCC1N1C(C2=CC=CC(=C2C1=O)OCCCCCN1CCN(CC1)C1=NC=C(C=C1)[N+](=O)[O-])=O)=O 2-(2,6-dioxopiperidin-3-yl)-4-((5-(4-(5-nitropyridin-2-yl)piperazin-1-yl)pentyl)oxy)isoindolin-1,3-dione